NCCN1C2=C(C3=CC(=CC=C13)NC1=CC(=C(C=C1)Cl)Cl)C=CN=C2 9-(2-Aminoethyl)-N-(3,4-dichlorophenyl)-9H-pyrido[3,4-b]indol-6-amine